(1S)-6-chloro-2-[4-methoxy-6-(trifluoromethyl)-1,3,5-triazin-2-yl]-1-(2-methylpropyl)-2,3,4,9-tetrahydro-1H-pyrido[3,4-b]indole ClC=1C=C2C3=C(NC2=CC1)[C@@H](N(CC3)C3=NC(=NC(=N3)OC)C(F)(F)F)CC(C)C